(1R,2R)-2-((R)-5H-imidazo[5,1-a]isoindol-5-yl)-7-(methylsulfonyl)-1,2,3,4-tetrahydronaphthalen-1-ol C=1N=CN2C1C1=CC=CC=C1[C@H]2[C@@H]2[C@H](C1=CC(=CC=C1CC2)S(=O)(=O)C)O